3-(4-bromophenyl)-1,5-dimethylpyrazole-4-ol BrC1=CC=C(C=C1)C1=NN(C(=C1O)C)C